N-(3-chloro-4-fluorophenyl)-4-(5-hydroxy-5-(1-methyl-3-(trifluoromethyl)-1H-pyrazol-5-yl)octahydropentalen-2-yl)-1-methyl-1H-imidazole-5-carboxamide ClC=1C=C(C=CC1F)NC(=O)C1=C(N=CN1C)C1CC2CC(CC2C1)(C1=CC(=NN1C)C(F)(F)F)O